NC=1C(=NC=C(N1)N1CCC2([C@@H]([C@@H](OC2)C)N)CC1)SC1=C(C(=NC=C1)N1CC(C1)C(C)(C)O)Cl 2-(1-(4-(3-amino-5-((3S,4S)-4-amino-3-methyl-2-oxa-8-azaspiro[4.5]decan-8-yl)pyrazin-2-ylthio)-3-chloropyridin-2-yl)azetidin-3-yl)propan-2-ol